N-(adamantan-1-yl)-2-((5-methyl-2-oxo-1,2-dihydropyrimidin-4-yl)oxy)acetamide C12(CC3CC(CC(C1)C3)C2)NC(COC2=NC(NC=C2C)=O)=O